6-chloro-4-(difluoromethoxy)nicotinaldehyde ClC1=NC=C(C=O)C(=C1)OC(F)F